C1(CCC1)[C@H](C=1C=C(C=CC1)C=1OC2=C(N1)C=C(C=C2C(F)(F)F)CN2C[C@H](CCC2)C)C2=NN=CN2C 2-(3-((R)-cyclobutyl(4-methyl-4H-1,2,4-triazol-3-yl)methyl)phenyl)-5-(((S)-3-methylpiperidin-1-yl)methyl)-7-(trifluoromethyl)benzo[d]oxazole